bis(cyclopentadienyl)bis[2,6-difluoro-3-(N-butyl-(2-chloromethyl-2-methyl-3-chloropropionyl)amino)phenyl]titanium C1(C=CC=C1)[Ti](C1=C(C(=CC=C1F)N(CCCC)C(C(CCl)(CCl)C)=O)F)(C1=C(C(=CC=C1F)N(CCCC)C(C(CCl)(C)CCl)=O)F)C1C=CC=C1